methyl 5-chloro-2-(N-methylethanesulfonamido)pyridine-4-carboxylate ClC=1C(=CC(=NC1)N(S(=O)(=O)CC)C)C(=O)OC